COC(CC1=CSC=C1)=O (Thien-3-yl)acetic acid methyl ester